4-(6-amino-2-chloro-9H-purin-9-yl)cyclohexanecarboxylic acid methyl ester COC(=O)C1CCC(CC1)N1C2=NC(=NC(=C2N=C1)N)Cl